BrCCOC=1C=NC2=CC=CC=C2C1 3-(2-bromoethoxy)quinoline